C1(CC1)[C@H]1CN(CCN1)C=1N=NC(=CN1)C1=NC=C(C=C1O)C1=CC=2C(N=C1)=NN(N2)C 2-{3-[(3S)-3-cyclopropylpiperazin-1-yl]-1,2,4-triazin-6-yl}-5-(2-methyl-2H-[1,2,3]triazolo[4,5-b]pyridin-6-yl)pyridin-3-ol